(S)-6-(((1-(2-aminoethyl)-1H-1,2,3-triazol-4-yl)(thiazol-4-yl)methyl)amino)-8-chloro-4-((3-chloro-4-fluorophenyl)amino)quinoline-3-carbonitrile NCCN1N=NC(=C1)[C@H](C=1N=CSC1)NC=1C=C2C(=C(C=NC2=C(C1)Cl)C#N)NC1=CC(=C(C=C1)F)Cl